C(C)C=1C(NC=2C=C(C=NC2C1)CN1CC(C1)(C)OC=1C=CC(=NC1)C(=O)NC)=O 5-((1-((7-ethyl-6-oxo-5,6-dihydro-1,5-naphthyridin-3-yl)methyl)-3-methylazetidin-3-yl)oxy)-N-methylpyridineamide